1-(dimethylamino)-5-((2R,4S)-4-(7-methyl-6-(trifluoromethyl)-4-(3-(trifluoromethyl)bicyclo-[1.1.1]pentan-1-yl)pyrido[2,3-d]pyrimidin-2-yl)tetrahydro-2H-pyran-2-yl)pyridin-2(1H)-one CN(N1C(C=CC(=C1)[C@@H]1OCC[C@@H](C1)C=1N=C(C2=C(N1)N=C(C(=C2)C(F)(F)F)C)C21CC(C2)(C1)C(F)(F)F)=O)C